FC1=C(CN(S(=O)(=O)CC)C=2C=C(C=CC2)C2CCNCC2)C=CC(=C1)C(=O)OC 4-(3-(N-(2-fluoro-4-(methoxycarbonyl)benzyl)ethylsulfonamido)phenyl)piperidine